ClC=1C=C2C=C(NC2=CC1OCC=1OC(=CN1)C)CNC(=O)N1CCCC1 N-((5-chloro-6-((5-methyloxazol-2-yl)methoxy)-1H-indol-2-yl)methyl)pyrrolidine-1-carboxamide